C1(CC1)[C@@H](CC(=O)NC[C@H](CC1=CC=C(C=C1)O)N(C)C)C1=CC=CC=C1 (R)-3-cyclopropyl-N-((S)-2-(dimethylamino)-3-(4-hydroxyphenyl)propyl)-3-phenylpropanamide